(S)-4-(4-bromobenzoyl)-2-methylpiperazine-1-carboxylic acid tert-butyl ester C(C)(C)(C)OC(=O)N1[C@H](CN(CC1)C(C1=CC=C(C=C1)Br)=O)C